4-[[(1R)-2,2-dimethylcyclopentyl]amino]-N'-(2-ethyl-4-hydroxy-phenyl)-6-(6-methoxy-4-methyl-3-pyridyl)pyrrolo[1,2-b]pyridazine-3-carboxamidine CC1([C@@H](CCC1)NC=1C=2N(N=CC1C(=NC1=C(C=C(C=C1)O)CC)N)C=C(C2)C=2C=NC(=CC2C)OC)C